3-carboxy-1-(4-sulfophenyl)-5-pyrazolone sodium salt [Na+].C(=O)([O-])C1=NN(C(C1)=O)C1=CC=C(C=C1)S(=O)(=O)[O-].[Na+]